calcium fumaric acid C(\C=C\C(=O)O)(=O)O.[Ca]